(6S)-6-[2-Chloro-3-(quinolin-5-ylamino)phenyl]-2-imino-6-methyl-3-(tetrahydropyran-4-yl)hexahydropyrimidin-4-one ClC1=C(C=CC=C1NC1=C2C=CC=NC2=CC=C1)[C@@]1(CC(N(C(N1)=N)C1CCOCC1)=O)C